ClC1=CC(=C(C=C1)N1N=NC(=C1)C(=O)N)C1=NC=NC(=C1)OC 1-(4-chloro-2-(6-methoxypyrimidin-4-yl)phenyl)-1H-1,2,3-triazole-4-carboxamide